1-(4-(4-fluoro-2,6-dimethylphenoxy)-3-(4,4,5,5-tetramethyl-1,3,2-dioxaborolan-2-yl)phenyl)ethan-1-one FC1=CC(=C(OC2=C(C=C(C=C2)C(C)=O)B2OC(C(O2)(C)C)(C)C)C(=C1)C)C